1-[5-[2-(3-fluorophenyl)ethynyl]-6-methyl-indan-1-yl]-3-methyl-azetidin FC=1C=C(C=CC1)C#CC=1C=C2CCC(C2=CC1C)N1CC(C1)C